2-{3-[(3S)-3-cyclopropylpiperazin-1-yl]-1,2,4-triazin-6-yl}-5-(3-methyl-[1,2,3]triazolo[1,5-a]pyridin-6-yl)phenol C1(CC1)[C@H]1CN(CCN1)C=1N=NC(=CN1)C1=C(C=C(C=C1)C=1C=CC=2N(C1)N=NC2C)O